(2R,3S,5R)-5-(6-amino-2-fluoropurin-9-yl)-2-(hydroxymethyl)-2-(propa-1,2-dien-1-yl)oxolan-3-ol NC1=C2N=CN(C2=NC(=N1)F)[C@H]1C[C@@H]([C@@](O1)(C=C=C)CO)O